6-benzyl-1-(3,8-diazabicyclo[3.2.1]octan-3-yl)-3-(((2R)-2-fluorotetrahydro-1H-pyrrolizin-7a(5H)-yl)methoxy)-5,6,7,8-tetrahydro-2,6-naphthyridine-4-carbonitrile C(C1=CC=CC=C1)N1CC=2C(=C(N=C(C2CC1)N1CC2CCC(C1)N2)OCC21CCCN1C[C@@H](C2)F)C#N